(S)-N-(2-amino-1-(3-chloro-5-fluorophenyl)ethyl)-1-(5-methyl-2-((tetrahydro-2H-pyran-4-yl)amino)pyrimidin-4-yl)-1H-imidazole-4-carboxamide (S)-2-hydroxy-2-phenylacetate O[C@H](C(=O)O)C1=CC=CC=C1.NC[C@H](C1=CC(=CC(=C1)F)Cl)NC(=O)C=1N=CN(C1)C1=NC(=NC=C1C)NC1CCOCC1